NC1=C(C2=C(S1)CCC21CNC1)C#N 2-amino-3-cyano-spiro[5,6-dihydrocyclopenta[b]thiophene-4,3'-azetidine]